(Z)-5-((4-cyano-3,5-dimethyl-2H-pyrrol-2-ylidene)-(4-hydroxy-2,6-dimethylphenyl)methyl)-2,4-dimethyl-1H-pyrrole-3-carbonitrile C(#N)C1=C(/C(/N=C1C)=C(/C1=C(C(=C(N1)C)C#N)C)\C1=C(C=C(C=C1C)O)C)C